5-(4-chlorophenyl)-1-(2,4-dichlorophenyl)-4-methyl-N-(piperidin-1-yl)-1H-pyrazole-3-carboxamide ClC1=CC=C(C=C1)C1=C(C(=NN1C1=C(C=C(C=C1)Cl)Cl)C(=O)NN1CCCCC1)C